1-xylosyl-2-hydroxy-sn-glycero-3-phosphorylcholine C1([C@H](O)[C@@H](O)[C@H](O)CO1)OC[C@@H](OO)COP(=O)(O)OCC[N+](C)(C)C